Cl.FC=1C=C(C=CC1)[C@H](CNC(CC1CCC(CC1)S(=O)(=O)NC)(C)C)O (1R,4R)-4-(2-(((R)-2-(3-fluorophenyl)-2-hydroxyethyl)amino)-2-methylpropyl)-N-methylcyclohexane-1-sulfonamide hydrochloride